BrCC(=O)N1[C@@H](CC(C1)=C)C#N (S)-1-(2-bromoacetyl)-4-methylenepyrrolidine-2-carbonitrile